methyl (9Z)-21-[(dimethylamino)methyl]nonacos-9-enoate CN(C)CC(CCCCCCCCCC\C=C/CCCCCCCC(=O)OC)CCCCCCCC